vanadium-tungsten-molybdenum pentoxide [Mo](=O)(=O)(=O)(=O)=O.[W].[V]